N1=CN=C(C2=C1CNC=C2)N 8h-pyrido[3,4-d]pyrimidin-4-amine